FC=1C=C(C=C(C1)F)C(=C(C)NC([C@H](C)NC(=O)C1=NC=CC(=C1OC(CC)=O)OC)=O)C1=CC(=CC(=C1)F)F.C(C)N(C1=CC=C(C=C1)CCCCCCCCCCCCCCCCCCC)CCCCCCCCCCCCCCCCCC N-ethyl-4-nonadecyl-N-octadecyl-aniline (S)-2-((1-((1,1-bis(3,5-difluorophenyl)prop-1-en-2-yl)amino)-1-oxopropan-2-yl)carbamoyl)-4-methoxypyridin-3-yl-propionate